C(C)(=O)C=1C(=NC(=CC1)N1C=NC2=C1C=CC(=C2)NC=2N=NC(=CC2)C)N2C[C@@H](CC2)C#N (3R)-1-[3-acetyl-6-[5-[(6-methylpyridazin-3-yl)amino]benzimidazol-1-yl]-2-pyridyl]pyrrolidine-3-carbonitrile